tert-butyl 4-((5-fluoro-4-(8-fluoro-4-isopropyl-3,4-dihydro-2H-benzo[b][1,4]oxazin-6-yl)pyrimidin-2-yl)amino)-2-oxo-3',6'-dihydro-2H-[1,4'-bipyridine]-1'(2'H)-carboxylate FC=1C(=NC(=NC1)NC1=CC(N(C=C1)C=1CCN(CC1)C(=O)OC(C)(C)C)=O)C1=CC2=C(OCCN2C(C)C)C(=C1)F